(2-cyano-4-pyridinyl)-2-[(3s,5r)-4,4-difluoro-3,5-dimethyl-1-piperidinyl]-5-(trifluoromethyl)-pyridine-3-carboxamide C(#N)C1=NC=CC(=C1)C1=C(C(=NC=C1C(F)(F)F)N1C[C@@H](C([C@@H](C1)C)(F)F)C)C(=O)N